2-[[5,7-bis(trifluoromethyl)-1,2-benzoxazol-3-yl]amino]-N-(dimethylaminomethylene)acetamide FC(C=1C=C(C2=C(C(=NO2)NCC(=O)N=CN(C)C)C1)C(F)(F)F)(F)F